C(C(=C)C)(=O)OCC1=CC=C(C(=O)O)C=C1 4-((methacryloyloxy)methyl)benzoic acid